OCCN1COCC1 N-(2-hydroxyethyl)tetrahydrooxazole